tert-butyl (6-azidohexyl)carbamate N(=[N+]=[N-])CCCCCCNC(OC(C)(C)C)=O